[C@@H]12OC[C@@H](N(C1)C1=C(C=C(C(=C1)OC)C1=NC=C3C=C(C(N(C3=C1)CC)=O)C1=C(C(=CC(=C1Cl)OC)OC)Cl)CC#CC[NH-])C2 N-(2-((1S,4S)-2-oxa-5-azabicyclo[2.2.1]hept-5-yl)-5-(3-(2,6-dichloro-3,5-dimethoxyphenyl)-1-ethyl-2-oxo-1,2-dihydro-1,6-naphthyridin-7-yl)-4-methoxyphenyl)but-2-ynylamide